CC1=CC=C(C=C1)C(=O)NC2=CC=CC(=C2)C=O N-(3-FORMYL-PHENYL)-4-METHYL-BENZAMIDE